((2R,3S,4R,5S)-5-(4-aminopyrrolo[2,1-f][1,2,4]triazin-7-yl)-2-cyano-3,4-dihydroxytetrahydrofuran-2-yl)methyl ((R)-2-(3-cyanophenoxy)-3-(octadecyloxy)propyl) hydrogen phosphate P(=O)(OC[C@]1(O[C@H]([C@@H]([C@@H]1O)O)C1=CC=C2C(=NC=NN21)N)C#N)(OC[C@@H](COCCCCCCCCCCCCCCCCCC)OC2=CC(=CC=C2)C#N)O